FC=1C(=CC(=NC1)C=1C=NC(=NC1)C(F)(F)F)CN (5-fluoro-2-(2-(trifluoromethyl)pyrimidin-5-yl)pyridin-4-yl)methylamine